O=C(CCCCCC#CC=1C=CC2=C(C(=CO2)C2C(NC(CC2)=O)=O)C1)N1CCCCC1 3-(5-(8-oxo-8-(piperidin-1-yl)oct-1-yn-1-yl)benzofuran-3-yl)piperidine-2,6-dione